C(C)C1=C(C(=O)NC2CCC(CC2)NC2=CC=CC=3N2C=C(N3)C(F)(F)F)C=CC=C1 2-ethyl-N-[(1s,4s)-4-{[2-(trifluoromethyl)imidazo[1,2-a]pyridin-5-yl]amino}cyclohexyl]benzamide